(+/-)-4-benzyl-1-(4-methoxyphenyl)piperazine-2-carboxylic acid ethyl ester C(C)OC(=O)[C@@H]1N(CCN(C1)CC1=CC=CC=C1)C1=CC=C(C=C1)OC |r|